ClC=1C=C(C=CC1O)C[C@@H](CNC(CC(C1(CC1)C(F)(F)F)C=1C=NC=CC1)=O)N(C)C N-((S)-3-(3-chloro-4-hydroxyphenyl)-2-(dimethylamino)propyl)-3-(pyridin-3-yl)-3-(1-(trifluoromethyl)cyclopropyl)propanamide